C1(CC1)N(C1=NC=C(C=C1)C(F)(F)F)CC1=CC(=C(C(=C1)O)N1CC(NS1(=O)=O)=O)F 5-[4-[[cyclopropyl-[5-(trifluoromethyl)-2-pyridyl]amino]methyl]-2-fluoro-6-hydroxy-phenyl]-1,1-dioxo-1,2,5-thiadiazolidin-3-one